2-(4-(4-chlorophenyl)-3,3-difluoro-4-((triethylsilyl)oxy)buten-1-yl)benzamide ClC1=CC=C(C=C1)C(C(C=CC1=C(C(=O)N)C=CC=C1)(F)F)O[Si](CC)(CC)CC